COC(=O)C=1C=C(C2=C(N(N=N2)C/C(=C/CN)/F)C1)C1=CC(=CC=C1)S(NCC1=CC=C(C=C1)OC)(=O)=O (Z)-1-(4-amino-2-fluorobut-2-en-1-yl)-4-(3-(N-(4-methoxybenzyl)sulfamoyl)phenyl)-1H-benzo[d][1,2,3]triazole-6-carboxylic acid methyl ester